4-(2,3-dichloro-phenyl)-2,6-dimethyl-1,4-dihydro-pyridine-3,5-dicarboxylic acid ClC1=C(C=CC=C1Cl)C1C(=C(NC(=C1C(=O)O)C)C)C(=O)O